CN1N=C(C=C1)C(F)(F)F 1-methyl-3-(trifluoromethyl)-pyrazole